N1=NC=CC2=C1SC1=C2C=NN=C1N thieno[2,3-c:4,5-d']Dipyridazin-8-amine